(R)-6-chloro-N-(6-fluoro-5-methylpyridin-3-yl)-5-(2-((1-(3-methyl-1,2,4-oxadiazol-5-yl)ethyl)amino)-2-oxoacetyl)-2,3-dihydro-1H-pyrrolizine-7-carboxamide ClC1=C(N2CCCC2=C1C(=O)NC=1C=NC(=C(C1)C)F)C(C(=O)N[C@H](C)C1=NC(=NO1)C)=O